1,3-diethylpyridinium fluoride [F-].C(C)[N+]1=CC(=CC=C1)CC